FC(C=1C=C(C=CC1)C(C)N)(F)F 1-(3-(trifluoromethyl)phenyl)ethylamine